N-(3-bromo-4-oxo-4H-chromen-7-yl)acetamide BrC1=COC2=CC(=CC=C2C1=O)NC(C)=O